ClC1=C(N(C(N(C1=O)CC1=NC(=NO1)C[C@H](O)C1=CC=C(C=C1)Cl)=O)C)C(=O)N (S)-5-chloro-1-((3-(2-(4-chlorophenyl)-2-hydroxyethyl)-1,2,4-oxadiazol-5-yl)methyl)-3-methyl-2,6-dioxo-1,2,3,6-tetrahydropyrimidine-4-carboxamide